C1(=CC=CC=C1)[S+]1C2=C(C3=C1C=CC=C3)C=CC=C2 5-(phenyl)-5H-dibenzo[b,d]thiophenium